N1CCC(CC1)C=1C=CC(=NC1)C1=NC(=NC=C1)N [5-(piperidin-4-yl)-2-pyridinyl]pyrimidin-2-amine